BrC=1C=C(C=CC1)C1=NN=C2N1C1=CC(=CC=C1C(=N2)NC)Cl (3-bromophenyl)-8-chloro-N-methyl-[1,2,4]triazolo[4,3-a]quinazolin-5-amine